C(C)N(C=S)CC N,N-diethylthiocarboxamide